ethyl N-({6-chloro-5-[1-(1-ethoxyethyl)-1H-pyrazol-4-yl] pyrazin-2-yl} carbamothioyl)carbamate ClC1=C(N=CC(=N1)NC(=S)NC(OCC)=O)C=1C=NN(C1)C(C)OCC